CC1=CC(=C2C(=N1)N(C=C2)S(=O)(=O)C2=CC=C(C)C=C2)B2OC(C(O2)(C)C)(C)C 6-Methyl-4-(4,4,5,5-tetramethyl-1,3,2-dioxaborolan-2-yl)-1-tosyl-1H-pyrrolo[2,3-b]pyridine